(3,6,7,8-Tetrahydro-1H-2,4-diaza-as-indacen-2-yl)-[1-(2-trifluoromethyl-pyridin-4-yl)-pyrrolidin-3(R)-yl]-methanone C1N(CC2=NC=C3CCCC3=C12)C(=O)[C@H]1CN(CC1)C1=CC(=NC=C1)C(F)(F)F